N1(CCCCC1)C(=O)O.O=C1NC(CCC1C=1C=C(OC2CCN(CC2)C(=O)OC(C)(C)C)C=CC1)=O tert-butyl 4-[3-(2,6-dioxo-3-piperidyl)phenoxy]piperidine-1-carboxylate piperidine-1-carboxylate